NC1=CC=CC(=N1)S(=O)(=O)NC(=O)C=1C(=NC=CC1)OC(C)C1=C(C=CC=C1)C(F)(F)F N-[(6-Amino-2-pyridyl)sulfonyl]-2-[1-[2-(trifluoromethyl)phenyl]ethoxy]pyridin-3-carboxamid